C1(CC1)C(=O)NC1=CC(=C(N=N1)C(=O)N)NC1=C(C(=CC=C1)C1=NN(C(=C1)CC)C1CCOCC1)OC 6-(cyclopropanecarboxamido)-4-((3-(5-ethyl-1-(tetrahydro-2H-pyran-4-yl)-1H-pyrazol-3-yl)-2-methoxyphenyl)amino)pyridazine-3-carboxamide